6-amino-2-(1-amino-1,3-dihydrospiro[indene-2,4'-piperidin]-1'-yl)-5-((2,3-dichlorophenyl)thio)-3-methylpyrimidin-4(3H)-one NC1=C(C(N(C(=N1)N1CCC2(CC1)C(C1=CC=CC=C1C2)N)C)=O)SC2=C(C(=CC=C2)Cl)Cl